Cl.ClC1=CC(=C(COC2=C(C=C(C(=N2)N2CCNCC2)F)F)C=C1)F (6-((4-chloro-2-fluorobenzyl)oxy)-3,5-difluoropyridin-2-yl)piperazine hydrochloride